C1(=CC=CC=C1)C1C(=O)OC(CC1)C phenyl-δ-caprolactone